C(C)(=O)C(C(=O)OCC(CCCC)CC)C(O)(C(=O)OCCCC)CC(=O)OCC(CCCC)CC di(2-ethylhexyl) (n-butyl) acetylcitrate